1-(4-(5-(2,3-dihydrobenzo[b][1,4]dioxin-6-yl)-4,5-dihydro-1H-pyrazole-1-carbonyl)piperidin-1-yl)ethanone O1C2=C(OCC1)C=C(C=C2)C2CC=NN2C(=O)C2CCN(CC2)C(C)=O